C1=CC=CC=2C3=CC=CC=C3N(C12)C=1C=C(C=CC1)NC1=CC=C(C=C1)C1=CC=CC=C1 N-(3-(9H-carbazol-9-yl)phenyl)-[1,1'-biphenyl]-4-amine